(2-amino-2-(hydroxyimino) ethyl) phosphonate hydrogen p-toluate C1(=CC=C(C=C1)C(=O)O)C.P(OCC(=NO)N)(O)=O